[F-].[Na+].[Mn+2].[F-].[F-] manganese-sodium fluoride